3-bromo-2-(4-fluorophenyl)-1-benzothien-6-ol BrC1=C(SC2=C1C=CC(=C2)O)C2=CC=C(C=C2)F